2-amino-N-(4-isopropyl-5-nitrothiazol-2-yl)benzamide NC1=C(C(=O)NC=2SC(=C(N2)C(C)C)[N+](=O)[O-])C=CC=C1